methyl (E)-3-(4,4-dimethylcyclohexoxy)prop-2-enoate CC1(CCC(CC1)O/C=C/C(=O)OC)C